7-methyl-2-phenyl-4H-benzoquinolin-4-one CC1=CC=CC=2C1=CC=C1C(CC(=NC21)C2=CC=CC=C2)=O